N-({(1R,2S,5S)-6,6-dimethyl-3-[N-(trifluoroacetyl)-L-valyl]-3-azabicyclo[3.1.0]hexane-2-yl}carbonyl)-3-[(3S)-2-oxopyrrolidin-3-yl]-L-alanine methyl ester COC([C@@H](NC(=O)[C@@H]1[C@H]2C([C@H]2CN1C([C@@H](NC(C(F)(F)F)=O)C(C)C)=O)(C)C)C[C@H]1C(NCC1)=O)=O